1-[(2S)-2-[[4-[[3-isopropyl-6-(trifluoromethyl)imidazo[1,2-a]pyridin-8-yl]amino]-1-piperidyl]methyl]morpholin-4-yl]prop-2-en-1-one C(C)(C)C1=CN=C2N1C=C(C=C2NC2CCN(CC2)C[C@H]2CN(CCO2)C(C=C)=O)C(F)(F)F